1,3-bis(methylamino)cyclohexane CNC1CC(CCC1)NC